C(C=C)(=O)N1C2CN(CC1CC(C2)=O)C2=NC(N1C3=C(C(=C(C=C23)C(F)(F)F)C2=C(C=C(C=C2)F)F)SCCC1)=O 8-(9-acryloyl-7-oxo-3,9-diazabicyclo[3.3.1]nonan-3-yl)-11-(2,4-difluorophenyl)-10-(trifluoromethyl)-3,4-dihydro-2H,6H-[1,4]thiazepino[2,3,4-ij]quinazolin-6-one